(4-((2R,3S)-4-acryloyl-2-methylmorpholin-3-yl)-6-chloropyridin-2-yl)-N-methylpyrimidine-4-carboxamide C(C=C)(=O)N1[C@H]([C@H](OCC1)C)C1=CC(=NC(=C1)Cl)C1=NC=CC(=N1)C(=O)NC